COCCOCC(=O)O 2-(2-methoxyethoxy)-acetic acid